C(#CC)C=1C(NC(NC1)=O)=O 5-(1-propynyl)uracil